(1R,2S,5S)-3-[(2S,3S)-2-(tert-butoxycarbonylamino)-3-methyl-pentanoyl]-6,6-dimethyl-3-azabicyclo[3.1.0]hexane-2-carboxylic acid C(C)(C)(C)OC(=O)N[C@H](C(=O)N1[C@@H]([C@H]2C([C@H]2C1)(C)C)C(=O)O)[C@H](CC)C